COC=1C=C(C=CC1OC)[C@@H](C)NC(\C=C\C1=CNC2=NC=CC(=C21)C2=C(C=C(C=C2)F)OC)=O (R,E)-N-(1-(3,4-dimethoxyphenyl)ethyl)-3-(4-(4-fluoro-2-methoxyphenyl)-1H-pyrrolo[2,3-b]pyridin-3-yl)acrylamide